CC(C#CC1=NC(=C(C(=O)O)C=C1)C)(C)C 6-(3,3-dimethylbut-1-yn-1-yl)-2-methylnicotinic acid